CC(C=O)=CC=CC(=CC=CC=C(C=CC=C(C=CC1=C(CCCC1(C)C)C)C)C)C 2,6,11,15-tetramethyl-17-(2,6,6-trimethylcyclohexen-1-yl)heptadeca-2,4,6,8,10,12,14,16-octaenal